N-(6-hydrazinopyridin-3-yl)-N-methylcyclopropanecarboxamide N(N)C1=CC=C(C=N1)N(C(=O)C1CC1)C